N[C@H]1[C@@H]2N(C[C@H]1CC2)C(=O)C2=CC1=C(N(C(=N1)C=1N(C3=CC=CC=C3C1)CC1CC1)CC1CC(N(C1)C)=O)C(=C2)OC 4-({5-[(1R,4R,7R)-7-amino-2-azabicyclo[2.2.1]heptane-2-carbonyl]-2-[1-(cyclopropylmethyl)-1H-indol-2-yl]-7-methoxy-1H-1,3-benzodiazol-1-yl}methyl)-1-methylpyrrolidin-2-one